C(C)(C)(C)OC(=O)N1C[C@H]([C@@H](CC1)O)O |r| rac-trans-tert-butyl-3,4-dihydroxypiperidine-1-carboxylate